FC1=C(CC=2C=C3C(=NC2)NN=C3C=3C=C(C=CC3)C(=O)N3CCC(CC3)O)C=C(C=C1)F (3-(5-(2,5-difluorobenzyl)-1H-pyrazolo[3,4-b]pyridin-3-yl)phenyl)(4-hydroxypiperidin-1-yl)methanone